N1N=CC(=C1)C1=CC=C(C=C1)N(C1=NC(=NC=C1F)C=1C=C2CCN(CC2=CC1)C(=O)C1CC(C1)(F)F)C (6-(4-((4-(1H-pyrazol-4-yl)phenyl)(methyl)amino)-5-fluoropyrimidin-2-yl)-3,4-dihydroisoquinolin-2(1H)-yl)(3,3-difluorocyclobutyl)methanone